calcium 3-hydroxy-N-(2-methylphenyl)-4-[(2,4,5-trichlorophenyl)diazenyl]naphthalene-2-carboxamide OC=1C(=CC2=CC=CC=C2C1N=NC1=C(C=C(C(=C1)Cl)Cl)Cl)C(=O)NC1=C(C=CC=C1)C.[Ca]